C(CCCCCCCCCCCCCCCC)(=O)OCC(CO)O 2,3-dihydroxyprop-1-yl heptadecanoate